C[C@H]1CCC(=NC1)C=1C=CC2=CN(N=C2C1)[C@@H]1CN(CC1)C 6-((S)-5-methyl-3,4,5,6-tetrahydropyridin-2-yl)-2-((S)-1-methylpyrrolidin-3-yl)-2H-indazole